N-[1-[5-bromo-2-[5-(2,2,2-trifluoroethoxy)pyrimidin-2-yl]-1,2,4-triazol-3-yl]ethyl]-3-[cyclopropyl(difluoro)methyl]-5-(trifluoromethyl)benzamide BrC=1N=C(N(N1)C1=NC=C(C=N1)OCC(F)(F)F)C(C)NC(C1=CC(=CC(=C1)C(F)(F)F)C(F)(F)C1CC1)=O